n-dodecyldimethylamine oxide C(CCCCCCCCCCC)[N+](C)(C)[O-]